NC1=C(C=CC(=C1)OC(F)(F)F)C(=O)N1CCC(CC1)C1=CNC2=NC=C(N=C21)N[C@H]2COCC2 |r| (rac)-[2-amino-4-(trifluoromethoxy)phenyl]-[4-[2-[[tetrahydrofuran-3-yl]amino]-5H-pyrrolo[2,3-b]pyrazin-7-yl]-1-piperidyl]methanone